C(C)(C)(C)C1=C(N)C(=CC(=C1)C(C)(C)C)C(C)(C)C 2,4,6-tri(t-butyl)aniline